C[C@@H]1CC[C@H]2C([C@@H]3[C@](CC[C@]12C3)(C)OC(C(C)OC(=O)OC3CCCCC3)=O)(C)C (3R,3aS,6R,7R,8aS)-3,6,8,8-tetramethyloctahydro-1H-3a,7-methanoazulen-6-yl-2-(((cyclohexyloxy)carbonyl)oxy)propanate